1,7-dimethyl-8-(methylsulfonyl)-3-(prop-2-yn-1-yl)-6-thioxo-6,7-dihydro-1H-purin-2(3H)-one CN1C(N(C=2N=C(N(C2C1=S)C)S(=O)(=O)C)CC#C)=O